ClC1=C(C=CC=C1NC(=O)C1=NN2C([C@H](CCC2)N2CC(C2)C(=O)O)=C1)C1=C(C(=CC=C1)NC1=NC=CC=2C1=NC=CN2)Cl (S)-1-(2-((2,2'-dichloro-3'-(pyrido[3,4-b]pyrazin-5-ylamino)-[1,1'-biphenyl]-3-yl)carbamoyl)-4,5,6,7-tetrahydropyrazolo[1,5-a]pyridin-4-yl)azetidine-3-carboxylic acid